C(C)(=O)OC1=CC=C(C=C1)[C@H]1N(C(CC2=C1NC1=CC=CC=C21)C)C21CC(C2)(C1)CO 4-((1R)-2-(3-(hydroxymethyl)bicyclo[1.1.1]pentan-1-yl)-3-methyl-2,3,4,9-tetrahydro-1H-pyrido[3,4-b]indol-1-yl)phenyl acetate